NC1=NC2=CC=C(C(=C2C=C1NC(OC(C)(C)C)=O)Cl)I tert-butyl (2-amino-5-chloro-6-iodoquinolin-3-yl)carbamate